1-(4-(benzylamino)-7-((3-hydroxypyrrolidin-1-yl)methyl)pyrrolo[2,1-f][1,2,4]triazin-2-yl)-2-methyl-1H-indole-4-carboxamide C(C1=CC=CC=C1)NC1=NC(=NN2C1=CC=C2CN2CC(CC2)O)N2C(=CC=1C(=CC=CC21)C(=O)N)C